C1(CC1)C1=C(C=C(C=C1)N1CC(C1)CC(=O)[O-])F.[Li+] lithium 2-(1-(4-cyclopropyl-3-fluorophenyl)azetidin-3-yl)acetate